N-methyl-2-((1-((5-methyl-2-oxo-1,3-dioxol-4-yl)methoxycarbonyl)-3-((1E)-2-(2-pyridinyl)ethenyl)-1H-indazol-6-yl)thio)benzamide CNC(C1=C(C=CC=C1)SC1=CC=C2C(=NN(C2=C1)C(=O)OCC=1OC(OC1C)=O)\C=C\C1=NC=CC=C1)=O